CC1(CC(OC(=C1)C1=[N+](N(C2=CC=CC=C12)CC)[O-])=O)C 3-(4,4-Dimethyl-2-oxo-3,4-dihydro-2H-pyran-6-yl)-1-ethyl-1H-indazole 2-oxide